2-((3-chloro-4-fluorophenyl)((5-fluoro-4-methylpyrimidin-2-yl)amino)methyl)-5-methyl-1H-imidazole-4-sulfonamide ClC=1C=C(C=CC1F)C(C=1NC(=C(N1)S(=O)(=O)N)C)NC1=NC=C(C(=N1)C)F